2-(2,6-dioxopiperidin-3-yl)-5-(((trans-3-(4-(7-(piperazin-1-yl)quinoxalin-2-yl)-1H-pyrazol-1-yl)cyclobutyl)methyl)amino)isoindoline-1,3-dione O=C1NC(CCC1N1C(C2=CC=C(C=C2C1=O)NC[C@@H]1C[C@H](C1)N1N=CC(=C1)C1=NC2=CC(=CC=C2N=C1)N1CCNCC1)=O)=O